ethyl 3-amino-6-methylfuro[2,3-b]pyridine-2-carboxylate NC1=C(OC2=NC(=CC=C21)C)C(=O)OCC